C1=CC=CC=2C3=CC=CC=C3N(C12)C=1C=C2C=CC(=CC2=CC1)OC1=CC=C(C#N)C=C1 4-[6-(9H-carbazol-9-yl)-2-naphthoxy]benzonitrile